C(C)(C)(C)OC(=O)NC=1C=2N(C3=CC(=C(C=C3N1)C)C(=O)O)C=NC2 4-((tert-butoxycarbonyl)amino)-7-methylimidazo[1,5-a]quinoxaline-8-carboxylic acid